2-hydroxymethyl-2-(pyridine-4-yl)-1,3-propanediol OCC(CO)(CO)C1=CC=NC=C1